N,N,N',N'-tetrakis-(2-hydroxyethyl)urea OCCN(C(=O)N(CCO)CCO)CCO